(pyridazin-4-yl)-1,2-dihydropyridine-3-carboxamide N1=NC=C(C=C1)N1CC(=CC=C1)C(=O)N